ClC=1C(=C2C=NNC2=CC1C)C=1C(=NN(C1C)C1CC2(CNC2)C1)C=1C=NC(=CC1)OC 5-Chloro-4-(3-(6-methoxypyridin-3-yl)-5-methyl-1-(2-azaspiro[3.3]heptan-6-yl)-1H-pyrazol-4-yl)-6-methyl-1H-indazole